O=C1NC2=CC=C(C=C2C(=C1C#N)N1CCC2(CC2)CC1)C=C 2-oxo-4-(6-azaspiro[2.5]oct-6-yl)-6-vinyl-1,2-dihydroquinoline-3-carbonitrile